(5-(((1S,2S)-2-aminocyclopentyl)oxy)-6-fluoro-1-oxoisoindolin-2-yl)piperidine-2,6-dione N[C@@H]1[C@H](CCC1)OC=1C=C2CN(C(C2=CC1F)=O)N1C(CCCC1=O)=O